NC1=C(C(N(C2=CC(=CC=C12)C(F)(F)F)C1=C2C=CN=CC2=CC=C1)=O)C(=O)OC methyl 4-amino-1-(isoquinolin-5-yl)-2-oxo-7-(trifluoromethyl)-1,2-dihydroquinoline-3-carboxylate